1-(2-Chlorophenyl)-2-phenyl-2,11-dihydroimidazo[1',5':1,2]pyrido[3,4-b]indol-4-ium chloride [Cl-].ClC1=C(C=CC=C1)C=1N(C=[N+]2C1C=1NC3=CC=CC=C3C1C=C2)C2=CC=CC=C2